COC1=CC=C(C=C1)C1=CN=C2N1C=CN=C2NC2=CC(=C(C=C2)CO)C (4-((3-(4-methoxyphenyl)imidazo[1,2-a]pyrazin-8-yl)amino)-2-methylphenyl)methanol